tert-butyl {2-[5-(benzyloxy)-2-bromo-4-methoxyphenyl]ethyl}carbamate C(C1=CC=CC=C1)OC=1C(=CC(=C(C1)CCNC(OC(C)(C)C)=O)Br)OC